(Z)-5-((dimethylamino)methylene)spiro[2.4]heptan-4-one CN(C)\C=C\1/C(C2(CC2)CC1)=O